FC1=C(C=C(C=C1)CC1=NNC(C2=CC=CC=C12)=O)C1=CC2=C(NC(=N2)NC(OC2CC2)=O)C=C1 Cyclopropyl (5-(2-fluoro-5-((4-oxo-3,4-dihydrophthalazin-1-yl)methyl)phenyl)-1H-benzoimidazol-2-yl)carbamate